COC1=CC(=NC=N1)OC=1C(=C(C#N)C=CC1)N1N=CC(=C1)C(F)(F)F 3-(6-methoxypyrimidin-4-yl)oxy-2-[4-(trifluoromethyl)pyrazol-1-yl]benzonitrile